4-((S)-3-(3-chloropyridin-2-yloxy)pyrrolidin-1-yl)-3-((tetrahydro-2H-pyran-2-yloxy)methyl)benzaldehyde ClC=1C(=NC=CC1)O[C@@H]1CN(CC1)C1=C(C=C(C=O)C=C1)COC1OCCCC1